CC1(OC[C@@H](O1)[C@@H]1[C@@H]([C@@H]2[C@@H](OC(O2)(C)C)O1)N)C (3aR,5S,6S,6aR)-5-((R)-2,2-dimethyl-1,3-dioxolan-4-yl)-2,2-dimethyltetrahydrofuro[2,3-d][1,3]dioxolan-6-amine